5-chloro-N-(5-cyano-1H-indol-3-yl)-1-methyl-6-(1-methyl-4-piperidinyl)indole-3-carboxamide ClC=1C=C2C(=CN(C2=CC1C1CCN(CC1)C)C)C(=O)NC1=CNC2=CC=C(C=C12)C#N